COC=1C=C(C=CC1OC)C1=NC(=NC(=N1)C(Cl)(Cl)Cl)C(Cl)(Cl)Cl 2-(3,4-dimethoxyphenyl)-4,6-bis(trichloromethyl)-s-triazine